quinoline-1-carboxylate N1(CC=CC2=CC=CC=C12)C(=O)[O-]